BrC=1C=CC(=C(C1)C(\C=C\C1=CC(=C(C=C1)O)OC)=O)O (E)-1-(5-bromo-2-hydroxyphenyl)-3-(4-hydroxy-3-methoxyphenyl)-2-propen-1-one